1-(2-methoxyethyl)-6-(4,4,5,5-tetramethyl-1,3,2-dioxaborolane-2-yl)-1H-indazole COCCN1N=CC2=CC=C(C=C12)B1OC(C(O1)(C)C)(C)C